2-oxoethyl pyrrolidin-3-yl carbonate hydrochloride Cl.C(OCC=O)(OC1CNCC1)=O